tert-butyl (2-(((R,E)-4-((tert-butoxycarbonyl)amino)pent-2-en-1-yl)oxy)pyridin-4-yl)(1-(tert-butyl)-3-((1S,3R)-3-hydroxycyclopentyl)-1H-pyrazol-5-yl)carbamate C(C)(C)(C)OC(=O)N[C@@H](/C=C/COC1=NC=CC(=C1)N(C(OC(C)(C)C)=O)C1=CC(=NN1C(C)(C)C)[C@@H]1C[C@@H](CC1)O)C